5-nitro-1-(oxetan-3-yl)indole [N+](=O)([O-])C=1C=C2C=CN(C2=CC1)C1COC1